C(C)NCC1=CC(=C2CN(C(C2=C1)=O)C1=CC(=CC=C1)C1(COC1)[C@H](C1=NN=CN1C)F)C(F)(F)F (R)-6-((ethylamino)methyl)-2-(3-(3-(fluoro(4-methyl-4H-1,2,4-triazol-3-yl)methyl)oxetan-3-yl)phenyl)-4-(trifluoromethyl)isoindolin-1-one